((triisopropylsilyl)ethynyl)naphthalen-2-ol C(C)(C)[Si](C(C)C)(C(C)C)C#CC1=C(C=CC2=CC=CC=C12)O